1-{3-[7-(difluoromethyl)-6-{3-[(E)-2-ethoxyethenyl]pyrrolo[2,3-c]pyridin-1-yl}-3,4-dihydro-2H-quinolin-1-yl]-1-(oxan-4-yl)-4H,6H,7H-pyrazolo[4,3-c]pyridin-5-yl}ethanone FC(C1=C(C=C2CCCN(C2=C1)C1=NN(C2=C1CN(CC2)C(C)=O)C2CCOCC2)N2C=C(C=1C2=CN=CC1)\C=C\OCC)F